6-chloro-4-{3,8-diazabicyclo[3.2.1]octan-3-yl}-8-fluoro-7-(2-methylnaphthalen-1-yl)-2-{[(2S)-1-methylpyrrolidin-2-yl]methoxy}quinazoline ClC=1C=C2C(=NC(=NC2=C(C1C1=C(C=CC2=CC=CC=C12)C)F)OC[C@H]1N(CCC1)C)N1CC2CCC(C1)N2